N[C@@H]1CN(CCC1(F)F)C1=NC2=C(N1CC1=CC=C(C=C1)C#N)C=C(C=C2)C#N 2-((3R)-3-amino-4,4-difluoro-1-piperidinyl)-1-(4-cyanobenzyl)-1H-benzimidazole-6-carbonitrile